2-((6-(4-cyclopropyl-6-(3,3-diethoxypropoxy)pyrimidin-5-yl)-1H-pyrazolo[3,4-d]pyrimidin-1-yl)methyl)aniline C1(CC1)C1=NC=NC(=C1C1=NC=C2C(=N1)N(N=C2)CC2=C(N)C=CC=C2)OCCC(OCC)OCC